(Cis)-4-(4-bromo-2-oxo-2,3-dihydro-1H-1,3-benzodiazol-1-yl)-N-(4-chloro-3-cyanophenyl)cyclohexane-1-carboxamide BrC1=CC=CC=2N(C(NC21)=O)[C@H]2CC[C@H](CC2)C(=O)NC2=CC(=C(C=C2)Cl)C#N